citric acid, ethylenediaminetetraacetic acid salt C(CN(CC(=O)O)CC(=O)O)N(CC(=O)O)CC(=O)O.C(CC(O)(C(=O)O)CC(=O)O)(=O)O